methyl 2-[4-[2-(4-chloro-2-fluoro-phenyl)-2-methyl-1,3-benzodioxol-4-yl]-2,5-difluoro-phenyl]acetate ClC1=CC(=C(C=C1)C1(OC2=C(O1)C=CC=C2C2=CC(=C(C=C2F)CC(=O)OC)F)C)F